Benzyl ((2R,3S)-3-((S)-sec-butyl)-4-oxooxetane-2-carbonyl)-L-valyl-L-valinate [C@H](C)(CC)[C@H]1[C@@H](OC1=O)C(=O)N[C@@H](C(C)C)C(=O)N[C@@H](C(C)C)C(=O)OCC1=CC=CC=C1